cis-menthanediol C1([C@H](C[C@H](CC1)C(C)C)O)(C)O